S(C)(=O)(=O)O.NC1=CC=C(C=C1)C1=NC(=C2N=C(N(C2=N1)C)CN(C1=NC=C(C=N1)C(=O)NO)C)N1CCOCC1 2-[[[2-(4-aminophenyl)-9-methyl-6-(4-morpholinyl)-9H-purin-8-yl]methyl]methylamino]-N-hydroxy-5-pyrimidineformamide mesylate